(+/-)-cis-2-amino-N-(3-((2-(5-fluoro-1H-pyrrolo[2,3-b]pyridin-3-yl)-7-methyl-7H-pyrrolo[2,3-d]pyrimidin-4-yl)amino)cyclohexyl)thiazole-4-carboxamide NC=1SC=C(N1)C(=O)N[C@@H]1C[C@@H](CCC1)NC=1C2=C(N=C(N1)C1=CNC3=NC=C(C=C31)F)N(C=C2)C |r|